(4-(1H-pyrazol-4-yl)phenyl)-3-amino-2-(4-hydroxyphenyl)propanamide dihydrochloride Cl.Cl.N1N=CC(=C1)C1=CC=C(C=C1)C(C(=O)N)(CN)C1=CC=C(C=C1)O